C(C)(C)(C)OC(=O)N1CCC(CC1)C1CCN(CC1)C1=C(C=C(C=C1)[N+](=O)[O-])F 4-[1-(2-fluoro-4-nitro-phenyl)-4-piperidinyl]piperidine-1-carboxylic acid tert-butyl ester